N6-[2-amino-2-(2-fluorophenyl)ethyl]-N4-tert-butyl-1-(trideuteriomethyl)pyrazolo[3,4-d]pyrimidine-4,6-diamine NC(CNC1=NC(=C2C(=N1)N(N=C2)C([2H])([2H])[2H])NC(C)(C)C)C2=C(C=CC=C2)F